ClC=1C(=CC(=NC1)N1CCN(CCC1)C)N 5-chloro-2-(4-methyl-1,4-diazepan-1-yl)pyridin-4-amine